C(C)C1=CC(=NO1)COC1=CC=C2C=C(NC2=C1)CNC(=O)C1(CC1)C N-((6-((5-ethylisoxazol-3-yl)methoxy)-1H-indol-2-yl)methyl)-1-methylcyclopropane-1-carboxamide